2-(5-Fluoro-2-pyridylazo)-5-[N-propyl-N-(3-sulfopropyl)amino]phenol FC=1C=CC(=NC1)N=NC1=C(C=C(C=C1)N(CCCS(=O)(=O)O)CCC)O